Benzyl (R)-4-(2-hydroxy-3-(1H-pyrazol-1-yl)propoxy)benzoate O[C@@H](COC1=CC=C(C(=O)OCC2=CC=CC=C2)C=C1)CN1N=CC=C1